9-(4-([1,1'-biphenyl]-4-yl)-6-phenyl-1,3,5-triazin-2-yl)-8-fluoro-9H-carbazole-1-carbonitrile C1(=CC=C(C=C1)C1=NC(=NC(=N1)C1=CC=CC=C1)N1C2=C(C=CC=C2C=2C=CC=C(C12)C#N)F)C1=CC=CC=C1